1-(2-Hydroxyphenyl)-3-[4-(methoxymethoxy)phenyl]prop-2-en-1-one OC1=C(C=CC=C1)C(C=CC1=CC=C(C=C1)OCOC)=O